γ-aminopropyltripropoxysilane NCCC[Si](OCCC)(OCCC)OCCC